methyl (2S)-6-allyl-1-((S)-2-((tert-butoxycarbonyl) amino)but-3-enoyl)piperidine-2-carboxylate C(C=C)C1CCC[C@H](N1C([C@H](C=C)NC(=O)OC(C)(C)C)=O)C(=O)OC